COC1=C(C=CC=C1)S(=NC(C1=CC=C(C=C1)CC1=NOC(=N1)C(F)(F)F)=O)(=O)C N-((2-methoxyphenyl)(methyl)(oxo)-λ6-sulfaneylidene)-4-((5-(trifluoromethyl)-1,2,4-oxadiazol-3-yl)methyl)benzamide